NC1=NC=C(C2=C1C=NN2)NC(=O)C(=O)N(CC2=NC=CC=N2)CC2=NC=C(C=C2)C#N N-(4-amino-1H-pyrazolo[4,3-c]pyridin-7-yl)-N'-[(5-cyano-2-pyridyl)methyl]-N'-(pyrimidin-2-ylmethyl)oxamide